C(C1=CC=CC=C1)C1(CCN(CC1)C(=O)OC(C)(C)C)C(=O)OCC 1-(tert-butyl) 4-ethyl 4-benzylpiperidine-1,4-dicarboxylate